4-methyl-5-(4,4,5,5-tetramethyl-1,3,2-dioxaborolan-2-yl)nicotinonitrile CC1=C(C=NC=C1C#N)B1OC(C(O1)(C)C)(C)C